BrC=1C=C(C=C(C1)Br)C1=CC=2C(C3=CC=CC=C3C2C=C1)(C)C 2-(3,5-dibromophenyl)-9,9-dimethyl-9H-fluorene